N1=CC=C(C=C1)C1=C(N(C2=CC=NC=C2)C2=CC=NC=C2)C=CC=C1 tri(4-pyridyl)aniline